5-(3-bromo-4-(dimethylamino)phenyl)-2,2-dimethyl-2,3,5,6-tetrahydrobenzo[a]phenanthridin-4(1H)-one BrC=1C=C(C=CC1N(C)C)C1NC=2C=CC3=C(C2C=2CC(CC(C12)=O)(C)C)C=CC=C3